C(C)N1C(=NC2=C(C1=O)C=NC=C2)[C@H](CCC)N2NCCCC(C2)=C 3-ethyl-2-((S)-1-((S)-6-methyl-1-yl-diazepan-1-yl)butyl)pyrido[4,3-d]pyrimidin-4(3H)-one